2,3-dihydrobenzofuran-5-formaldehyde O1CCC2=C1C=CC(=C2)C=O